CC(C1=CC=CC=C1)C=1C(=C(C=CC1)NC1=CC=CC=C1)C(C1=CC=CC=C1)C bis(α-methylbenzyl)diphenylamine